6-Fluoro-9-methoxy-1,4,4-trimethyl-8-[1-methylsulfonyl-6-(trifluoromethyl)-1H-indol-4-yl]-5H-[1,2,4]triazolo[4,3-a]quinoxaline FC1=C2NC(C=3N(C2=C(C(=C1)C1=C2C=CN(C2=CC(=C1)C(F)(F)F)S(=O)(=O)C)OC)C(=NN3)C)(C)C